FC1=CC=C(C=C1)C(N1[C@@H](CN([C@H](C1)C)C1=NC=2N(C3=C1N=CS3)C=NN2)CC#N)C2=CC=C(C=C2)F 2-((2R,5S)-1-(bis(4-fluorophenyl)methyl)-5-methyl-4-(thiazolo[4,5-e][1,2,4]triazolo[4,3-a]pyrimidin-4-yl)piperazin-2-yl)acetonitrile